1-(3-((2-((2-ethyl-4-(4-methylpiperazin-1-yl)phenyl)amino)-5-(trifluoromethyl)pyrimidin-4-yl)amino)propyl)azetidin-2-one C(C)C1=C(C=CC(=C1)N1CCN(CC1)C)NC1=NC=C(C(=N1)NCCCN1C(CC1)=O)C(F)(F)F